(R)-N1-(6-chloro-2-(trifluoromethyl)quinolin-4-yl)piperidine-1,3-diamine hydrochloride Cl.ClC=1C=C2C(=CC(=NC2=CC1)C(F)(F)F)NN1C[C@@H](CCC1)N